Cl.Cl.N1(CCCC1)[C@H]1C(CCCC1)SC=1NC2=CC=CC=C2CN1 2-(((2R)-2-(pyrrolidin-1-yl)cyclohexyl)thio)-1,4-dihydroquinazoline dihydrochloride